C(C=C)C(=CC)CC=C Diallyl-propylene